6-bromo-8-(but-3-en-1-yloxy)-[1,2,4]triazolo[1,5-a]pyrazine BrC=1N=C(C=2N(C1)N=CN2)OCCC=C